O=C1NC(CCC1C=1C(=NC2=CC(=CC=C2C1)OC(C(=O)OC)C)C)=O methyl 2-((3-(2,6-dioxopiperidin-3-yl)-2-methylquinolin-7-yl)oxy)propanoate